CC([O-])C.CC([O-])C.CC([O-])C.[O-2].[V+5] Vanadium(V) oxide triisopropoxide